N-(3-bromo-4-fluoro-5-(1,3,5-trimethyl-1H-pyrazol-4-yl)phenyl)-1-methyl-1H-pyrazole-4-sulfonamide BrC=1C=C(C=C(C1F)C=1C(=NN(C1C)C)C)NS(=O)(=O)C=1C=NN(C1)C